ethyl 2-[piperidin-4-yl]acetate hydrochloride salt Cl.N1CCC(CC1)CC(=O)OCC